COC1=CC=2N(C=C1)N=CC2C2CCNCC2 5-Methoxy-3-(piperidin-4-yl)pyrazolo[1,5-a]pyridine